2,6-difluoro-N-{5-[4-methyl-1-(5-methyl-thiazol-2-yl)-1,2,5,6-tetrahydro-pyridin-3-yl]-pyrazin-2-yl}-benzamide FC1=C(C(=O)NC2=NC=C(N=C2)C=2CN(CCC2C)C=2SC(=CN2)C)C(=CC=C1)F